tert-butyl N-[(tert-butoxy)carbonyl]-N-(4-{[6-(5-chloro-2-fluorophenyl)pyridazin-4-yl]amino}pyrimidin-2-yl)carbamate C(C)(C)(C)OC(=O)N(C(OC(C)(C)C)=O)C1=NC=CC(=N1)NC1=CN=NC(=C1)C1=C(C=CC(=C1)Cl)F